3-((3-bromophenyl)(5,8-dioxaspiro[3.4]oct-2-yl)methyl)-4-methyl-4H-1,2,4-triazole BrC=1C=C(C=CC1)C(C1=NN=CN1C)C1CC2(C1)OCCO2